(R)-4-(((4-bromophenyl)amino)(1-(tert-butyl)-1H-tetrazol-5-yl)methyl)benzonitril BrC1=CC=C(C=C1)N[C@H](C1=CC=C(C#N)C=C1)C1=NN=NN1C(C)(C)C